tert-Butyl-4-(1-(4-amino-5-(methoxy-d3)-2-methylphenyl)piperidin-4-yl)piperazine-1-carboxylic acid C(C)(C)(C)C1N(CCN(C1)C1CCN(CC1)C1=C(C=C(C(=C1)OC([2H])([2H])[2H])N)C)C(=O)O